CCC1=C(C(=C(C=C1)Cl)CC)NCNC2=C(C=CC(=C2CC)Cl)CC methylenebis-(3-chloro-2,6-diethylaniline)